2-chloro-dibenzo[g,p]chrysene ClC=1C=CC2=C(C=3C4=CC=CC=C4C4=C(C3C=3C=CC=CC23)C=CC=C4)C1